3-(5-(5-bromo-1-tosyl-1H-pyrazolo[3,4-c]pyridin-3-yl)-2-morpholinophenoxy)-1-propanol BrC=1C=C2C(=CN1)N(N=C2C=2C=CC(=C(OCCCO)C2)N2CCOCC2)S(=O)(=O)C2=CC=C(C)C=C2